C(CCC)NC(=O)N1C(=NC2=C1C=CC=C2OC)OC N-Butyl-2,4-dimethoxy-1H-benzo[d]imidazole-1-carboxamide